ClC=1C=C(C=C(C1N1N=CC=2C=NC(=CC21)NC2=NC=NC(=C2)C)F)C(C)(C)O 2-(3-chloro-5-fluoro-4-(6-((6-methylpyrimidin-4-yl)amino)-1H-pyrazolo[4,3-c]pyridin-1-yl)phenyl)propan-2-ol